C(C)OC(CC1CCN(CC1)C1=CC=C(C=C1)N)=O 2-(1-(4-aminophenyl)piperidin-4-yl)acetic acid ethyl ester